ClC1=NC=CC(=C1)NC(C1=CC(=C(C=C1)F)C(C(=O)N1[C@H]2CC(C[C@@H]1CC2)O)(F)F)=O N-(2-chloropyridin-4-yl)-3-(1,1-difluoro-2-((1R,3r,5S)-3-hydroxy-8-azabicyclo[3.2.1]octan-8-yl)-2-oxoethyl)-4-fluorobenzamide